(2S)-2-fluoro-2-(5-fluoro-1H-indol-3-yl)ethylamine F[C@H](CN)C1=CNC2=CC=C(C=C12)F